(E)-8-tetradecenyl acetate C(C)(=O)OCCCCCCC\C=C\CCCCC